4-(1-cyano-2-ethoxy-2-oxoethyl)pyrrolidine-1,3-dicarboxylic acid 1-(tert-butyl) ester 3-ethyl ester C(C)OC(=O)C1CN(CC1C(C(=O)OCC)C#N)C(=O)OC(C)(C)C